CN(C=1C=CC=2N(C3=CC=C(C=C3SC2C1)N(C)C)C(=O)OC(C1=CC=CC=C1)C1=C(N2C([C@H]([C@H]2SC1)NC(CC=1SC=CC1)=O)=O)C(=O)O)C (6R,7R)-3-(((3,7-bis(dimethyl-amino)-10H-phenothiazine-10-carbonyl)oxy)benzyl)-8-oxo-7-(2-(thiophen-2-yl)acetamido)-5-thia-1-azabicyclo[4.2.0]oct-2-ene-2-carboxylic acid